1,7-dichloro octamethyltetrasiloxane Pentyl 6-((5-(heptadecan-9-yloxy)-5-oxopentyl)(3-((2-(methylamino)-3,4-dioxocyclobut-1-en-1-yl)amino)propyl)amino)hexanoate CCCCCCCCC(CCCCCCCC)OC(CCCCN(CCCCCC(=O)OCCCCC)CCCNC1=C(C(C1=O)=O)NC)=O.Cl[Si](O[Si](O[Si](O[Si](Cl)(C)C)(C)C)(C)C)(C)C